NC1=NC=C(C=C1C(=O)N[C@@H]1[C@H](CCC1)OCC1=CC=C(C=C1)C=1C=C2C(C[C@H](C2=CC1)N1CCN(CC1)C)(C)C)C=1C=NN(C1)C 2-amino-N-[(1S,2S)-2-({4-[(1R)-3,3-dimethyl-1-(4-methylpiperazin-1-yl)-2,3-dihydro-1H-inden-5-yl]phenyl}methoxy)cyclopentyl]-5-(1-methyl-1H-pyrazol-4-yl)pyridine-3-carboxamide